lauric acid 2-thiocyanoethyl ester S(C#N)CCOC(CCCCCCCCCCC)=O